FC1=NN(C=C1[N+](=O)[O-])C1(CC1)C(=O)NN 1-(3-fluoro-4-nitro-pyrazol-1-yl)cyclopropanecarbohydrazide